FC(C1=NC=CC=C1B(O)O)(F)F [2-(trifluoromethyl)-3-pyridinyl]Boronic acid